COC1=CC2=CC[C@H]3[C@@H]4CCC[C@@]4(C)CC[C@@H]3[C@]2(CC1)C 3-methoxy-androstane-3,5-diene